16-(benzyloxy)-1-((triisopropylsilyl)oxy)hexadecan-8-ol bismuth nickel manganite [Mn](=O)([O-])[O-].[Ni+2].[Bi+3].C(C1=CC=CC=C1)OCCCCCCCCC(CCCCCCCO[Si](C(C)C)(C(C)C)C(C)C)O